C(#N)C(C)(C)C1=CC(=NC=C1)C(=O)NC=1C=NC(=C(C1)C=1C=NC2=CC(=NC=C2C1)N(C)CC1=CC=C(C=C1)OC)C 4-(2-cyanoprop-2-yl)-N-(5-(7-((4-methoxybenzyl)(methyl)amino)-1,6-naphthyridin-3-yl)-6-methylpyridin-3-yl)pyridineamide